C(C)(C)(C)OC(=O)NC=1SC2=C(N1)C(=CC=C2F)B(O)O (2-((tert-butoxycarbonyl)amino)-7-fluorobenzo[d]thiazol-4-yl)boronic acid